NC1=C(C(=C(C=C1)C=1CCN(CC1)C(=O)OC(C)(C)C)Cl)NC tert-butyl 4-(4-amino-2-chloro-3-(methylamino)phenyl)-3,6-dihydropyridine-1(2H)-carboxylate